C1(=CC=CC=C1)[C@@H]1CC=NN1C(=O)C1CCN(CC1)C1=CC=CC=C1 (S)-(5-phenyl-4,5-dihydro-1H-pyrazol-1-yl)(1-phenylpiperidin-4-yl)methanone